methyl (S)-2-(3-fluoro-4-methoxyphenethyl)-7-methyl-3,7,8,9-tetrahydro-6H-imidazo[4,5-f]quinoline-6-carboxylate FC=1C=C(CCC=2NC=3C(=C4CC[C@@H](N(C4=CC3)C(=O)OC)C)N2)C=CC1OC